(5-((dimethylamino)methyl)-1,3-phenylene)bis(methylene)ditridecanoate CN(C)CC=1C=C(C=C(C1)CCCCCCCCCCCCCC(=O)[O-])CCCCCCCCCCCCCC(=O)[O-]